C1(CC1)C(C=CS(=O)(=O)C)NC(=O)C=1C(=NC(=NC1)C(F)(F)C1CC1)OC1=C(C(=C(C(=C1[2H])[2H])[2H])[2H])[2H] N-(1-cyclopropyl-3-(methylsulfonyl)allyl)-2-(cyclopropyldifluoromethyl)-4-(phenoxy-d5)pyrimidine-5-carboxamide